(S)-4-bromo-N-(8,9-difluoro-6-oxo-1,4,5,6-tetrahydro-2H-pyrano[3,4-c]isoquinolin-1-yl)-2,5-difluoro-N-methylbenzamide BrC1=CC(=C(C(=O)N(C)[C@@H]2COCC=3NC(C=4C=C(C(=CC4C32)F)F)=O)C=C1F)F